(2R,3R,4S,5R,6R)-6-((5-(tert-butyl)isoxazol-3-yl)methyl)-2-(hydroxymethyl)-5-methoxy-4-(4-(2,3,4-trifluorophenyl)-1H-1,2,3-triazol-1-yl)tetrahydro-2H-pyran-3-ol C(C)(C)(C)C1=CC(=NO1)C[C@@H]1[C@@H]([C@H]([C@H]([C@H](O1)CO)O)N1N=NC(=C1)C1=C(C(=C(C=C1)F)F)F)OC